2-((1r,4r)-4-methoxycyclohexylamino)-4-(1-methylcyclohexylamino)pyrimidine-5-carboxamide COC1CCC(CC1)NC1=NC=C(C(=N1)NC1(CCCCC1)C)C(=O)N